5-((9-(6-amino-4-methyl-3-(trifluoromethyl)pyridin-2-yl)-8-chloro-5,6-dihydro-4H-[1,4]oxazepino[5,6,7-de]quinazolin-4-yl)methyl)pyrimidin-4-amine NC1=CC(=C(C(=N1)C=1C(=C2C=3C(=NC=NC3C1)N(CCO2)CC=2C(=NC=NC2)N)Cl)C(F)(F)F)C